NC1=C2C(=NC=N1)N(N=C2C)C(C)C=2C(=C(C(=C(C2)Cl)F)C2CN(C2)CC(=O)N)OCC 2-(3-{3-[1-(4-amino-3-methyl-1H-pyrazolo[3,4-d]pyrimidin-1-yl)ethyl]-5-chloro-2-ethoxy-6-fluorophenyl}azetidin-1-yl)acetamide